2-methyl-4-chloro-6-iodoquinoline-3-carboxylic acid ethyl ester C(C)OC(=O)C=1C(=NC2=CC=C(C=C2C1Cl)I)C